Dimethyl-isothiourea CN(C(S)=N)C